2-fluoro-4-(1-phenyl-5-methyl-3-oxo-2-phenyl-2,3-dihydro-1H-pyrazole-4-carboxamido)-indazole-1-carboxylate FN1N(C2=CC=CC(=C2C1)NC(=O)C=1C(N(N(C1C)C1=CC=CC=C1)C1=CC=CC=C1)=O)C(=O)[O-]